9-(4-(imidazo[1,2-a]pyridin-8-yl)benzyl)-2-(2-isopropylphenyl)-7-methyl-7,9-dihydro-8H-purin-8-one N=1C=CN2C1C(=CC=C2)C2=CC=C(CN1C3=NC(=NC=C3N(C1=O)C)C1=C(C=CC=C1)C(C)C)C=C2